methyltris(dimethylsilyloxy)silane C[Si](O[SiH](C)C)(O[SiH](C)C)O[SiH](C)C